FC1(C(C1F)C=1C=NC(=NC1)N1CCN(CC1)C(=O)OC(C)(C)C)F tert-Butyl 4-(5-(2,2,3-trifluorocyclopropyl)pyrimidin-2-yl)piperazine-1-carboxylate